Cl.FC1(CC(C1)C1=NC(=C(C(=O)N)C(=C1)C)C1=C2C(=NC=C1)C=C(S2)CN2C(C1C(C1C2=O)(C)C)=O)F (3,3-difluorocyclobutyl)-2-(2-((6,6-dimethyl-2,4-dioxo-3-azabicyclo[3.1.0]hexan-3-yl)methyl)thieno[3,2-b]pyridin-7-yl)-4-methylnicotinamide hydrochloride